ClC=1C=C2C3=C(N(C2=C(C1)C=1C(=NC(=CC1)Cl)Cl)CC)C=NC=C3 6-Chloro-8-(2,6-dichloro-pyridin-3-yl)-9-ethyl-9H-pyrido[3,4-b]indole